Menthyl-O-aminobenzoate CC1CCC(C(C1)OC(=O)C2=CC=CC=C2N)C(C)C